N1N=NN=N1.[Ag] Silver pentazole